2-Bromo-3-fluoro-6-methylisonicotinaldehyde oxime BrC=1C(=C(C=NO)C=C(N1)C)F